FC(CNC1(CN(C1)C(=O)OC(C)(C)C)C1=NC=CC=C1)F Tert-Butyl 3-((2,2-difluoroethyl)amino)-3-(pyridin-2-yl)azetidine-1-carboxylate